(S)-5-benzyl-N-(5-methyl-4-oxo-7-(7-oxa-2-azaspiro[3.5]non-2-yl)-2,3,4,5-tetrahydrobenzo[b][1,4]oxazepin-3-yl)-1H-1,2,4-triazole-3-carboxamide C(C1=CC=CC=C1)C1=NC(=NN1)C(=O)N[C@@H]1C(N(C2=C(OC1)C=CC(=C2)N2CC1(C2)CCOCC1)C)=O